3-Hydroxy-N-hydroxyphthalimide OC1=C2C(C(=O)N(C2=O)O)=CC=C1